5-[(3s)-3-methyl-2,3,4,5-tetrahydropyridin-6-yl]-1,3-benzothiazole C[C@@H]1CN=C(CC1)C=1C=CC2=C(N=CS2)C1